C(C1=CC=CC=C1)OC(CNC(=O)[C@]1([C@@H](CC[C@H](C1)C)C(C)C)O)=O 2-[[(1s,2s,5r)-1-hydroxy-2-isopropyl-5-methyl-cyclohexanecarbonyl]amino]acetic acid benzyl ester